(2,2-Diethoxyethyl)-1H-pyrrole-2-carboxylic acid methyl ester COC(=O)C=1N(C=CC1)CC(OCC)OCC